O1COC2=C1C=CC=C2CNCC=2SC1=C(C2)C=CC=C1 1-(1,3-benzodioxol-4-yl)-N-(benzothiophen-2-ylmethyl)-methanamin